N1N=CC(=C1)CC=1C=C(C=C(C1)Cl)NC(C1=CC(=NC=C1Cl)N1S(CCC1)(=O)=O)=O N-(3-((1H-pyrazol-4-yl)methyl)-5-chlorophenyl)-5-chloro-2-(1,1-dioxidoisothiazolidin-2-yl)isonicotinamide